ClC1=C(C(=O)OC(C)(C)C)C=C(C=C1)NC1=NOC(C1)(C(F)(F)F)C1=CC(=CC(=C1)Cl)Cl tert-butyl 2-chloro-5-[[5-(3,5-dichloro-phenyl)-5-(trifluoromethyl)-4H-isoxazol-3-yl]amino]benzoate